O1C2=C(OCCC1)C=C1C=C(C=CC1=C2)C(=O)OC Methyl naphtho[2,3-b][1,4]dioxepane-8-carboxylate